2-(trimethoxysilylethyl)pyridine CO[Si](OC)(OC)CCC1=NC=CC=C1